Cl.C=C1CNCCOC1 6-Methylene-[1,4]-oxaazepane hydrochloride